FC(OC1=C(C=C(C=C1)F)C(C=1N(C=2C(=C3CC[C@@H](N(C3=CC2)C(=O)OC)C)N1)[C@H]1C[C@@H](CCC1)C(=O)OC)O)F methyl (7S)-2-[[2-(difluoromethoxy)-5-fluorophenyl] (hydroxy) methyl]-3-[(1r,3r)-3-(methoxycarbonyl) cyclohexyl]-7-methyl-3h,6h,7h,8h,9h-imidazo[4,5-f]quinoline-6-carboxylate